4-(3-pyridyl)benzaldehyde N1=CC(=CC=C1)C1=CC=C(C=O)C=C1